C(CCCCCCCC)CC(=O)C(F)(F)F nonyl-trifluoroacetone